BrC1=C(C=CC=C1)S(=O)(=O)N1C=CC=C1 1-((2-bromophenyl)sulfonyl)-1H-pyrrole